COC(C(=O)C1=CC=CC=C1)OC 2,2-Dimethoxyacetophenon